(E)-2,4-hexadienal C(\C=C\C=CC)=O